N-[(6-Amino-2-pyridyl)sulfonyl]-6-[2-(1,3-dimethylbutoxy)-4-pyridyl]-2-(2,2,4-trimethylpyrrolidin-1-yl)pyridin-3-carboxamid NC1=CC=CC(=N1)S(=O)(=O)NC(=O)C=1C(=NC(=CC1)C1=CC(=NC=C1)OC(CC(C)C)C)N1C(CC(C1)C)(C)C